C1(CC1)S(=O)(=O)NC=1SC=C(N1)C(C(=O)NC1=NC=C(C=C1)C1=NC(=CN=C1)OCC)(C)C 2-(2-(cyclopropanesulphonylamino)thiazol-4-yl)-N-(5-(6-ethoxypyrazin-2-yl)pyridin-2-yl)-2-methylpropanamide